C[C@H]1[C@H]([C@H]([C@@H]([C@@H](O1)O[C@@H]2[C@H]([C@@H](O[C@@H]([C@H]2O[C@H]3[C@@H]([C@H]([C@H]([C@H](O3)CO)O)O[C@@]4(C[C@@H]([C@H]([C@@H](O4)[C@@H]([C@@H](CO)O)O)NC(=O)C)O)C(=O)O)O)CO)OC[C@@H]5[C@@H]([C@@H]([C@H]([C@H](O5)O)NC(=O)C)O[C@H]6[C@@H]([C@H]([C@H]([C@H](O6)CO)O)O)O)O)NC(=O)C)O)O)O The molecule is beta-D-Gal-(1->3)-{alpha-Neu5Ac-(2->3)-beta-D-Gal-(1->4)-[alpha-L-Fuc-(1->3)]-beta-D-GlcNAc-(1->6)}-D-GalNAc in which the anomeric configuration of the GalNAc residue at the reducing end is alpha. It is a beta-D-Galp-(1->3)-{alpha-Neup5Ac-(2->3)-beta-D-Galp-(1->4)-[alpha-L-Fucp-(1->3)]-beta-D-GlcNAc-(1->6)}-D-GalNAc and a glucosamine oligosaccharide.